ClC1=CC=C(C=C1)C(C)NC(C)=O N-[1-(4-chlorophenyl)ethyl]acetamid